C(C(=C)C)(=O)OO 1-oxyl methacrylate